CN(C)\C=C\1/C(CC(CC1)(F)F)=O (Z)-2-((dimethylamino)methylene)-5,5-difluorocyclohexane-1-one